COC1=CC(=CC2=C1OC(C(O2)C)C=2C=NC(=CC2)OC)CN2C=NC=1C2=NC=CC1 3-((8-methoxy-2-(6-methoxypyridin-3-yl)-3-methyl-2,3-dihydrobenzo[b][1,4]dioxin-6-yl)methyl)-3H-imidazo[4,5-b]pyridine